ClC(C(=O)Cl)F chloro(fluoro)acetyl chloride